BrC1=NN(C2=C1N=C(N=C2NCCCC)NC(OC)=O)CC2=C(C=C(C=C2)C#N)OC Methyl (3-bromo-7-(butylamino)-1-(4-cyano-2-methoxybenzyl)-1H-pyrazolo[4,3-d]pyrimidin-5-yl)carbamate